OC(C=C)C1(CCN(CC1)C(=O)OC(C)(C)C)CCC1=CC=CC=C1 tert-butyl 4-(1-hydroxyallyl)-4-phenethylpiperidine-1-carboxylate